4-{4-[(2-methoxyphenyl)methoxy]piperidin-1-yl}-1-methyl-2-oxo-1,2-dihydroquinoline-3-carbonitrile COC1=C(C=CC=C1)COC1CCN(CC1)C1=C(C(N(C2=CC=CC=C12)C)=O)C#N